O1C=C(C=C1)CCC(=O)NC1=CC=CC=C1 3-(furan-3-yl)-N-phenylpropanamide